Cl.CN1[C@H]2[C@@H]3CCCC[C@@]3(C=3C=C(C=CC3C2)NC=2C=NC(=CC2)OCCOCCOCCOCCOCCOC)CC1 17-methyl-N-[6-(2,5,8,11,14-pentaoxahexadecan-16-yloxy)pyridin-3-yl]morphinan-3-amine hydrochloride salt